N-(3-Chlorophenyl)-5-(4-(piperidin-4-yloxy)phenyl)furan-2-carboxamide ClC=1C=C(C=CC1)NC(=O)C=1OC(=CC1)C1=CC=C(C=C1)OC1CCNCC1